C(C1=CC=CC=C1)[C@@H]1N(OCC1)C1=CC(=NC=N1)NC=1C(=CC(=C(C1)NC(C=C)=O)N1[C@@H]2CO[C@H](C1)C2)OC N-(5-((6-((S)-3-benzylisoxazolidine-2-yl)pyrimidine-4-yl)amino)-2-((1S,4S)-2-oxa-5-azabicyclo[2.2.1]heptane-5-yl)-4-methoxyphenyl)acrylamide